2-(2-Amino-5-((phenylamino)methyl)pyrimidin-4-yl)phenol NC1=NC=C(C(=N1)C1=C(C=CC=C1)O)CNC1=CC=CC=C1